3-((3-exo)-3-((7-methyl-6-((5-methyl-1H-pyrazol-3-yl)amino)-7H-purin-2-yl)amino)-8-azabicyclo[3.2.1]oct-8-yl)propionitrile CN1C=NC2=NC(=NC(=C12)NC1=NNC(=C1)C)NC1CC2CCC(C1)N2CCC#N